tert-butyl 3-(5-(2-((1-methyl-1H-pyrazolo[3,4-d]pyrimidin-4-yl)thio)acetyl)thiophen-2-yl)pyrrolidine-1-carboxylate CN1N=CC=2C1=NC=NC2SCC(=O)C2=CC=C(S2)C2CN(CC2)C(=O)OC(C)(C)C